CC1(CC2C(C3C(C(C(OC13C)(C=C)C)(C)C)=O)CCCC2)CC(=O)O.C2(=CC=CC=C2)C(C(CC2=CC=C(C=C2)C(C)C)C2=CC=CC=C2)=O 1,2-diphenyl-3-(p-isopropylphenyl)propan-1-one pentamethyl-1-oxo-3-vinyldodecahydro-1H-benzo[f]chromen-5-yl-acetat